(1S,2R,5R)-8-(ethoxycarbonyl)-3-((6-(4-fluorophenoxy)pyridin-3-yl)sulfonyl)-3,8-diazabicyclo[3.2.1]octane C(C)OC(=O)N1[C@@H]2CN(C[C@H]1CC2)S(=O)(=O)C=2C=NC(=CC2)OC2=CC=C(C=C2)F